COC1=CC=C2C3=C(NC2=C1)C(=NCC3)CC(CC3=NCCC1=C3NC3=CC(=CC=C13)OC)C=1C=C(C=C(C1)OC)O 3-(1,3-bis(7-methoxy-4,9-dihydro-3H-pyrido[3,4-b]indol-1-yl)propan-2-yl)-5-methoxyphenol